4-(chloromethyl)quinolin-8-ol tert-butyl-4-(4-amino-3-(4-(4-(trifluoromethyl)phenoxy)phenyl)-1H-pyrazolo[3,4-d]pyrimidin-1-yl)-[1,4'-bipiperidine]-1'-carboxylate C(C)(C)(C)C1N(CCC(C1)N1N=C(C=2C1=NC=NC2N)C2=CC=C(C=C2)OC2=CC=C(C=C2)C(F)(F)F)C2CCN(CC2)C(=O)OC=2C=CC=C1C(=CC=NC21)CCl